7-fluoro-3-(6-oxo-5-oxo-7-azaspiro[3.4]octan-7-yl)benzo[d]isoxazole-5-carbaldehyde FC1=CC(=CC=2C(=NOC21)N2C(C(C1(CCC1)C2)=O)=O)C=O